aspartyl-L-valyl-L-tyrosine N[C@@H](CC(=O)O)C(=O)N[C@@H](C(C)C)C(=O)N[C@@H](CC1=CC=C(C=C1)O)C(=O)O